NCC(=O)[O-].[Cu+2].NCC(=O)[O-] copper glycinate salt